C1(CC1)C1=NN(C=N1)C1CC2(CN(C2)C(=O)N2CC3(CN(C3)S(=O)(=O)C3=C(C=C(C=C3)F)OC)C2)C1 [6-(3-cyclopropyl-1,2,4-triazol-1-yl)-2-azaspiro[3.3]heptan-2-yl]-[2-(4-fluoro-2-methoxy-phenyl)sulfonyl-2,6-diazaspiro[3.3]heptan-6-yl]methanone